((R)-3-aminopiperidin-1-yl)(2-(1-(cyclopropylmethyl)-7-(1-((1S,3R)-3-hydroxycyclohexane-1-carbonyl)azetidin-3-yl)-1H-indol-2-yl)-3-methylpyrazolo[1,5-a]pyridin-6-yl)methanone N[C@H]1CN(CCC1)C(=O)C=1C=CC=2N(C1)N=C(C2C)C=2N(C1=C(C=CC=C1C2)C2CN(C2)C(=O)[C@@H]2C[C@@H](CCC2)O)CC2CC2